1-(1-(2-(4-chlorophenoxy)-2-methylpropanoyl)piperidin-4-yl)-3-(2-(trifluoromethyl)phenyl)urea ClC1=CC=C(OC(C(=O)N2CCC(CC2)NC(=O)NC2=C(C=CC=C2)C(F)(F)F)(C)C)C=C1